2-Vinyl-5-fluoro-6-trifluoromethylpyridine C(=C)C1=NC(=C(C=C1)F)C(F)(F)F